N-((2S,4S)-1-(4-aminopiperidin-1-ylsulfonyl)-2-methylpiperidin-4-yl)-5-ethyl-1,2-thiazole-3-carboxamide NC1CCN(CC1)S(=O)(=O)N1[C@H](C[C@H](CC1)NC(=O)C1=NSC(=C1)CC)C